N1(CCC=CC1)CCC1=CNC2=CC=C(C=C12)OC 3-(2-(3,6-dihydropyridin-1(2H)-yl)ethyl)-5-methoxy-1H-indole